(Z)-(2-(5-bromo-3-(1-cyano-2-(5-cyano-2-methoxyphenyl)vinyl)-1H-indol-1-yl)-2-oxoethyl)phosphonic acid diethyl ester C(C)OP(OCC)(=O)CC(=O)N1C=C(C2=CC(=CC=C12)Br)/C(=C/C1=C(C=CC(=C1)C#N)OC)/C#N